calcium magnesium silicon titanium [Ti].[Si].[Mg].[Ca]